C(C)(C)(C)OC(NCCCCC#C)=O N-hex-5-ynylcarbamic acid tert-butyl ester